ClC1=C(N=C(NC1=O)C1=CC(=NC=C1)F)N1CC(NCC1)C(C)(C)F 5-chloro-4-[3-(1-fluoro-1-methyl-ethyl)piperazin-1-yl]-2-(2-fluoro-4-pyridinyl)-1H-pyrimidin-6-one